Isobutoxy ether C(C(C)C)OOOCC(C)C